C(C)(C)(C)OC(=O)N1C(CC2=CC=CC=C12)OC1=CC=NC2=CC(=C(C=C12)C(N)=O)OC ((6-carbamoyl-7-methoxyquinolin-4-yl)oxy)indoline-1-carboxylic acid tert-butyl ester